C1(CC1)C(=O)N[C@H](C(=O)N1[C@@H]([C@H]2C([C@H]2C1)(C)C)C(=O)O)C1CC1 (1R,2S,5S)-3-((S)-2-(cyclopropanecarboxamido)-2-cyclopropylacetyl)-6,6-dimethyl-3-azabicyclo[3.1.0]hexane-2-carboxylic acid